C(CCCCCCCCCCCCCCC)C(CCCCCN=C=O)N=C=O hexadecylhexamethylene diisocyanate